2-{5-methyl-2-[trans-4-(trifluoromethyl)cyclohexyl]Pyrazolo[1,5-a]Pyrimidine-7-yl}piperidine CC1=NC=2N(C(=C1)C1NCCCC1)N=C(C2)[C@@H]2CC[C@H](CC2)C(F)(F)F